2-(5-fluoro-2-(hydroxymethyl)benzyl)-7-(5-methyl-2-((1-methyl-1h-indazole-4-yl)amino)pyrimidin-4-yl)-3,4-dihydropyrrolo[1,2-a]pyrazine-1(2H)-one FC=1C=CC(=C(CN2C(C=3N(CC2)C=C(C3)C3=NC(=NC=C3C)NC3=C2C=NN(C2=CC=C3)C)=O)C1)CO